C(=O)(O)C1=CC=C(C=C1)CCN([C@@H]1C=2C=CC=NC2CCC1)CCC1=C(C=CC=C1)OCC1=C(C=C(C=C1)C1=CC=C(C=C1)C(F)(F)F)Cl (5S)-5-{[2-(4-Carboxyphenyl)ethyl][2-(2-{[3-chloro-4'-(trifluoromethyl)[biphenyl]-4-yl]methoxy}phenyl)ethyl]amino}-5,6,7,8-tetrahydrochinolin